6,7-dimethyl-2-((2S)-2-(1-methyl-1H-pyrazol-4-yl)-4-morpholinyl)-4-((4R)-4-(trifluoromethyl)-1-cyclohexen-1-yl)pteridine CC=1N=C2C(=NC(=NC2=NC1C)N1C[C@@H](OCC1)C=1C=NN(C1)C)C1=CC[C@@H](CC1)C(F)(F)F